C1(CC1)C1=C(C(=NO1)C1=C(C=CC=C1Cl)Cl)/C=C/C1C2CN(CC12)C1=CC=C2C(=NN(C2=C1)CC1CC1)C(=O)O (E)-6-(6-(2-(5-cyclopropyl-3-(2,6-dichlorophenyl)isoxazol-4-yl)vinyl)-3-azabicyclo[3.1.0]hex-3-yl)-1-(cyclopropylmethyl)-1H-indazole-3-carboxylic acid